1,1,3,3-tetrabromoprop-1-ene BrC(=CC(Br)Br)Br